OCC(=O)OCCCCCCCCCC decyl 2-hydroxyacetate